C(C)(C)C1=CC(=C(C=C1C(F)(F)F)B1OC(C(O1)(C)C)(C)C)C 2-[4-isopropyl-2-methyl-5-(trifluoromethyl)phenyl]-4,4,5,5-tetramethyl-1,3,2-dioxaborolane